(Z)-N-methyl-N-(2-((2-(methyl(nonyl)amino)ethyl)disulfaneyl)ethyl)octadec-9-en-1-amine CN(CCCCCCCC\C=C/CCCCCCCC)CCSSCCN(CCCCCCCCC)C